FC([C@H](NC1=CC=C(C=C1)C1=CC2=C(N=CN=C2N2CCOCC2)N1COCC[Si](C)(C)C)C1CN(CCC1)C(=O)OCC1=CC=CC=C1)(F)F benzyl 3-((R)-2,2,2-trifluoro-1-((4-(4-morpholino-7-((2-(trimethylsilyl)ethoxy)methyl)-7H-pyrrolo[2,3-d]pyrimidin-6-yl)phenyl)amino)ethyl)piperidine-1-carboxylate